6-(2-(2-(2-isopropylphenyl)pyrrolidin-1-yl)-7-azaspiro[3.5]non-7-yl)nicotinamide C(C)(C)C1=C(C=CC=C1)C1N(CCC1)C1CC2(C1)CCN(CC2)C2=NC=C(C(=O)N)C=C2